C(C)(C)(C)OC(=O)N1CC2(C1)CC(C2)=CC2=C(C=CC=C2F)F.FC2=C(CC1CC3(CN(C3)C(=O)OC(C)(C)C)C1)C(=CC=C2)F tert-Butyl 6-(2,6-difluorobenzyl)-2-azaspiro[3.3]heptane-2-carboxylate tert-Butyl-6-(2,6-difluorobenzylidene)-2-azaspiro[3.3]heptane-2-carboxylate